2,5-dioxopyrrolidin-1-yl cyclopentanecarboxylate C1(CCCC1)C(=O)ON1C(CCC1=O)=O